trans-methyl-butene C\C=C\CC